N-(8-cyano-2-methyl-imidazo[1,2-a]pyridin-6-yl)-5-[4-(cyclopropylamino)-1-piperidyl]-2-methoxyquinazoline-8-carboxamide C(#N)C=1C=2N(C=C(C1)NC(=O)C=1C=CC(=C3C=NC(=NC13)OC)N1CCC(CC1)NC1CC1)C=C(N2)C